(5-(pyridin-3-yl)isoxazol-3-yl)phenol N1=CC(=CC=C1)C1=CC(=NO1)C1=C(C=CC=C1)O